sinapyl caffeate C(\C=C\C1=CC(O)=C(O)C=C1)(=O)OC\C=C\C1=CC(OC)=C(O)C(OC)=C1